2-(2,6-dioxopiperidin-3-yl)-5-(methyl((1S,2S)-2-(methylamino)cyclopentyl)amino)isoindoline-1,3-dione O=C1NC(CCC1N1C(C2=CC=C(C=C2C1=O)N([C@@H]1[C@H](CCC1)NC)C)=O)=O